2-(tert-butyl-azo)-2-cyanopropane C(C)(C)(C)N=NC(C)(C)C#N